3,4'-dicarboxybiphenyl C(=O)(O)C=1C=C(C=CC1)C1=CC=C(C=C1)C(=O)O